6-fluoro-N~2~-(2-fluorophenyl)-7-(8-methyl-2,3-dihydro-1H-pyrido[2,3-b][1,4]oxazin-7-yl)quinazoline-2,5-diamine FC1=C(C=2C=NC(=NC2C=C1C1=C(C2=C(OCCN2)N=C1)C)NC1=C(C=CC=C1)F)N